6-[(2-fluorophenyl)methyl]-5-oxo-7H-pyrrolo[3,4-b]pyridine-3-carbonitrile FC1=C(C=CC=C1)CN1CC2=NC=C(C=C2C1=O)C#N